butanetriol trimethacrylate C(C(=C)C)(=O)OC(CCC)(OC(C(=C)C)=O)OC(C(=C)C)=O